4-chlorophenyl-2-((1S,4S)-4-(6-fluoroquinolin-4-yl)cyclohexyl)propanamide ClC1=CC=C(C=C1)C(C(=O)N)(C)C1CCC(CC1)C1=CC=NC2=CC=C(C=C12)F